CC1=C(C(=O)NC(C)C2=CC(=NC3=CC=CC=C23)C2=C(C=NN2)C)C=CC=C1 2-methyl-N-{1-[2-(4-methyl-1H-pyrazol-5-yl)quinolin-4-yl]ethyl}benzamide